COC=1C=C(C=CC1OC)C(C#N)CC 3,4-Dimethoxyphenylbutyronitrile